(2S)-4-hydroxy-1-((4-phenoxybutanoyl)glycyl)-4-(trifluoromethyl)pyrrolidine-2-carboxylic acid OC1(C[C@H](N(C1)C(CNC(CCCOC1=CC=CC=C1)=O)=O)C(=O)O)C(F)(F)F